FC1=C(C(=CC=C1C(=O)C1=CNC2=NC=C(C=C21)C2=CC=C(C=C2)F)F)NS(=O)(=O)CCC N-(2,6-difluoro-3-(5-(4-fluorophenyl)-1H-pyrrolo[2,3-b]pyridine-3-carbonyl)phenyl)propane-1-sulfonamide